C1CC12N(CCC2)CC(=O)NC=2C=C(C(=NC2)C)NC(=O)C2=NN=C1N2C=CC(=C1)C=1C=NC(=CC1)N N-(5-(2-(4-azaspiro[2.4]heptan-4-yl)acetamido)-2-methylpyridin-3-yl)-7-(6-aminopyridin-3-yl)-[1,2,4]triazolo[4,3-a]pyridine-3-carboxamide